(E)-methyl-5-(3-(3-bromo-2-oxo-5,6-dihydropyridin-1(2H)-yl)-3-oxoprop-1-en-1-yl)-2-methoxybenzoate COC(C1=C(C=CC(=C1)\C=C\C(=O)N1C(C(=CCC1)Br)=O)OC)=O